N(=C=S)[C@@H](CNC(COC)=O)C1=CC(=CC=C1)C(F)(F)F N-[(2R)-2-isothiocyanato-2-[3-(trifluoromethyl)phenyl]ethyl]-2-methoxyacetamide